CC(CC(C)(C)C)[Si](OCC(N)=N)(OC)OC tetramethyl-guanyl-propyl-trimethoxysilane